C1(CC1)NC(C(C(C[C@H]1C(NCC1)=O)NC([C@H](CC(C)(C)C)NC(C[C@H](CC)C1=CC=C(C=C1)OC)=O)=O)=O)=O (2S)-N-(4-(Cyclopropylamino)-3,4-dioxo-1-((S)-2-oxopyrrolidin-3-yl)butan-2-yl)-2-((S)-3-(4-methoxyphenyl)pentanamido)-4,4-dimethylpentanamid